3-(2-((1r,5R,7S)-adamantan-2-yl)acetoxy)-2-(hydroxymethyl)propyl (9Z,12Z)-octadeca-9,12-dienoate C(CCCCCCC\C=C/C\C=C/CCCCC)(=O)OCC(COC(CC1C2CC3CC(CC1C3)C2)=O)CO